C[C@]12CC(C[C@](CC1)(N2)C)N(C2=CC=C(N=N2)C2=C(C=C(C=C2)C2=CC(=NC(=C2)F)O)O)C 4-(4-(6-(((1R,3s,5S)-1,5-dimethyl-8-azabicyclo[3.2.1]octan-3-yl)(methyl)amino)pyridazin-3-yl)-3-hydroxyphenyl)-6-fluoropyridin-2-ol